COCOC1=C2C(CCOC2=CC=C1)=O 5-(methoxymethoxy)chroman-4-one